COC1=NC(=CC=C1C1(CC1)C(=O)OC(C)(C)C)C(F)(F)F tert-butyl 1-[2-methoxy-6-(trifluoromethyl)pyridin-3-yl]cyclopropane-1-carboxylate